2-(3-(1-(difluoromethyl)-1H-pyrazole-4-yl)-5-fluorophenyl)acetic acid FC(N1N=CC(=C1)C=1C=C(C=C(C1)F)CC(=O)O)F